CC=1C=C2C(=C(CC2=CC1)C=O)C1=CNC2=CC=CC(=C12)C 5-methyl-3-(4-methyl-1H-indol-3-yl)-1H-indene-2-carbaldehyde